OC=1C=CC=C2NC=C(CCN(CC)C)C12 4-hydroxy-N-methyl-N-ethyltryptamine